ClC1=C(C=CC=C1)C=1C=NC=2CCN(CC2C1)C=1C(=C(C=2N(N1)C(C=C(N2)C)=O)C)C 7-(3-(2-chlorophenyl)-7,8-dihydro-1,6-naphthyridin-6(5H)-yl)-2,8,9-trimethyl-4H-pyrimido[1,2-b]pyridazin-4-one